N-[[3-[4-bromo-1-(2,2,2-trifluoroethyl)indol-2-yl]-1,2,4-oxadiazol-5-yl]methyl]-1-(2-methoxy-1,1-dimethyl-ethyl)pyrrole-3-carboxamide BrC1=C2C=C(N(C2=CC=C1)CC(F)(F)F)C1=NOC(=N1)CNC(=O)C1=CN(C=C1)C(COC)(C)C